N-(4-Chlorobenzyl)-1-methyl-6-((1-(N-methyl-N-(2,2,5-trimethyl-1,3-dioxan-5-yl)sulfamoyl)cyclopropyl)methyl)-7-oxo-4,5,6,7-tetrahydro-1H-pyrazolo[3,4-c]pyridine-3-carboxamide ClC1=CC=C(CNC(=O)C2=NN(C=3C(N(CCC32)CC3(CC3)S(N(C3(COC(OC3)(C)C)C)C)(=O)=O)=O)C)C=C1